(Heptyl)4-Heptyloxymethyl-2,2-dimethyl-1,3-dioxolane C(CCCCCC)C1(OC(OC1)(C)C)COCCCCCCC